C(C)(C)C1=C(C(=CC(=C1)C(C)C)C(C)C)C1=C(C=C(C(=C1OC)OC)OC)C1=CC=CC=C1 (2',4',6'-triisopropylphenyl)-(3,4,5-trimethoxy)biphenyl